FC1=C(CN2C(C=3C=C(C=NC3CC2)B2OC(C(O2)(C)C)(C)C)=O)C=C(C=C1)OC(F)(F)F 6-(2-fluoro-5-(trifluoromethoxy)benzyl)-3-(4,4,5,5-tetramethyl-1,3,2-dioxaborolan-2-yl)-7,8-dihydro-1,6-naphthyridin-5(6H)-one